N-(adamantan-2-yl)-2-(6-cyclohexyl-1,1-dioxido-1,2,6-thiadiazinan-2-yl)acetamide C12C(C3CC(CC(C1)C3)C2)NC(CN2S(N(CCC2)C2CCCCC2)(=O)=O)=O